trimesic acid tri(3,5-dimethyl-4-nitryloxyphenyl) ester CC=1C=C(C=C(C1O[N+](=O)[O-])C)OC(C1=CC(C(=O)OC2=CC(=C(C(=C2)C)O[N+](=O)[O-])C)=CC(C(=O)OC2=CC(=C(C(=C2)C)O[N+](=O)[O-])C)=C1)=O